C1(CC1)C=1N=NN(C1)[C@H](C(=O)N1[C@@H](C[C@H](C1)O)C(=O)NC1(CCC1)C1=NOC(=N1)C(F)F)C(C)(C)C (2S,4R)-1-[(2S)-2-(4-cyclopropyltriazol-1-yl)-3,3-dimethyl-butanoyl]-N-[1-[5-(difluoromethyl)-1,2,4-oxadiazol-3-yl]cyclobutyl]-4-hydroxy-pyrrolidine-2-carboxamide